1-butylamino-3-(2,5-dichlorophenoxy)-2-propanol C(CCC)NCC(COC1=C(C=CC(=C1)Cl)Cl)O